N1(N=CC=C1)C1=CC=C(CN2C3=NC(=NC=C3N(C2=O)C)Cl)C=C1 9-(4-(1H-pyrazol-1-yl)benzyl)-2-chloro-7-methyl-7,9-dihydro-8H-purin-8-one